CNC(=O)NC=1C=NN2C1N=C(C=C2NC([2H])([2H])[2H])C2=CN(C1=NC=CC=C12)C1CCOCC1 1-methyl-3-(7-((methyl-d3)amino)-5-(1-(tetrahydro-2H-pyran-4-yl)-1H-pyrrolo[2,3-b]pyridin-3-yl)pyrazolo[1,5-a]pyrimidin-3-yl)urea